4-(1-Methyl-2,3-dioxo-1,2,3,4-tetrahydropyrido[3,4-b]pyrazin-8-yl)benzonitrile CN1C2=C(NC(C1=O)=O)C=NC=C2C2=CC=C(C#N)C=C2